3-(4-(trifluoromethyl)phenyl)-1-oxa-7-azaspiro[4.4]non-3-en-7-ylprop-2-en-1-one FC(C1=CC=C(C=C1)C=1COC2(C1)CN(CC2)C(C=C)=O)(F)F